5-[(3S)-3-ethylpiperazin-1-yl]-N-[8-fluoro-2-methylimidazo[1,2-a]pyridin-6-yl]cinnoline-8-carboxamide C(C)[C@H]1CN(CCN1)C1=C2C=CN=NC2=C(C=C1)C(=O)NC=1C=C(C=2N(C1)C=C(N2)C)F